4-cyano-2-((1R,3R,5S)-3-((5-cyclopropyl-3-(2,6-difluorophenyl)isoxazol-4-yl)methoxy)-8-azabicyclo[3.2.1]oct-8-yl)benzo[d]thiazole-6-carboxylic acid C(#N)C1=CC(=CC2=C1N=C(S2)N2[C@H]1CC(C[C@@H]2CC1)OCC=1C(=NOC1C1CC1)C1=C(C=CC=C1F)F)C(=O)O